C=C1OC(C(O1)C)C 2-Methylen-4,5-dimethyl-1,3-dioxolane